Tetrahydrofuran-3-yl 3-[[6-cyano-5-(trifluoromethyl)pyridin-3-yl]amino]-2-hydroxy-2-methyl-3-oxopropanoate C(#N)C1=C(C=C(C=N1)NC(C(C(=O)OC1COCC1)(C)O)=O)C(F)(F)F